CC1(CN(C1)C=1C=C2C(=NN=C(C2=CC1)C)N[C@H](C)C1=C(C(=CC=C1)C(F)(F)F)C)O (R)-3-methyl-1-(1-methyl-4-((1-(2-methyl-3-(trifluoromethyl)phenyl)ethyl)amino)phthalazin-6-yl)azetidin-3-ol